ClC1=C(C(=NC=C1)C)OC 4-chloro-3-methoxy-2-methyl-pyridine